3-(1-aminoethyl)-8-chloro-2-(pyridin-4-yl)-2H-benzo[e][1,2]thiazine 1,1-dioxide NC(C)C=1N(S(C2=C(C1)C=CC=C2Cl)(=O)=O)C2=CC=NC=C2